3-(3-hydroxy-4-methoxyphenyl)propanal OC=1C=C(C=CC1OC)CCC=O